[(4-methoxyphenyl)methyl]carboxamide COC1=CC=C(C=C1)CC(=O)N